(12R)-12-Fluoro-8,14-dioxa-4,10,19,20,23-pentaazatetracyclo[13.5.2.12,6.018,21]tricosa-1(20),2(23),3,5,15,17,21-heptaen-9-one F[C@@H]1CNC(OCC2=CN=CC(C3=NNC4=CC=C(OC1)C=C34)=N2)=O